(2S)-N-[4-cyano-3-(trifluoromethyl)phenyl]-3-[(4-fluorophenyl)sulfonyl]-2-hydroxy-2-methylpropionamide C(#N)C1=C(C=C(C=C1)NC([C@](CS(=O)(=O)C1=CC=C(C=C1)F)(C)O)=O)C(F)(F)F